NCCCC[Si](OCC)(C)C gamma-aminopropyl-methyl-dimethyl-(ethoxy)silane